(Z)-2-(1-acetyl-5-bromo-1H-indol-3-yl)-3-(4-methoxypyridin-3-yl)acrylonitrile C(C)(=O)N1C=C(C2=CC(=CC=C12)Br)/C(/C#N)=C/C=1C=NC=CC1OC